N-cyclohexyl-5-(phenylethynyl)-1H-pyrrolo[2,3-b]pyridin-4-amine C1(CCCCC1)NC=1C2=C(N=CC1C#CC1=CC=CC=C1)NC=C2